S1C=NC=C1S(=O)(=O)Cl 1,3-thiazole-5-sulfonyl chloride